P(=O)(OOC(CN(C)C)COC1=C(C=CC=C1)CCC1=CC(=CC=C1)OC)(OC)[O-] ((1-(dimethylamino)-3-(2-(3-methoxyphenethyl) phenoxy) propan-2-yl) oxy) methyl phosphate